ClC1=CC=C(C2=C1NC(=N2)C(=O)N2C(C=1C(=CC=NC1CC2)OC)C)F (7-Chloro-4-fluoro-1H-benzo[d]imidazol-2-yl)(4-methoxy-5-methyl-7,8-dihydro-1,6-naphthyridin-6(5H)-yl)methanone